1-(4-(4-Methyl-3-((4-(2-(pyridin-4-yl)ethyl)piperazin-1-yl)sulfonyl)phenyl)-1H-pyrazol-1-yl)hept-6-yn-3-one CC1=C(C=C(C=C1)C=1C=NN(C1)CCC(CCC#C)=O)S(=O)(=O)N1CCN(CC1)CCC1=CC=NC=C1